CCCCCCCCC/C=C\CCCCCCCC(=O)OC[C@H](COP(=O)([O-])OCC[N+](C)(C)C)OC(=O)CCCCCCCCC/C=C\CCCCCCCC 1-(9Z-nonadecenoyl)-2-(11Z-eicosenoyl)-glycero-3-phosphocholine